ClC1=C(C=C(C=C1)O)C1=NC(=NC=2CCCCC12)N1CC2(CN(C2)C(C=C)=O)CC1 1-(6-(4-(2-chloro-5-hydroxyphenyl)-5,6,7,8-tetrahydro-2-quinazolinyl)-2,6-diazaspiro[3.4]octan-2-yl)-2-propen-1-one